ClC=1C=C(C=CC1C(C)C)[C@@](C=1C=C(C=NC1)C1=NOC(=N1)C(C)(C)O)(O)C1(CN(C1)C)C 2-(3-{5-[(R)-(3-Chloro-4-isopropyl-phenyl)-(1,3-dimethyl-azetidin-3-yl)-hydroxy-methyl]-pyridin-3-yl}-[1,2,4]oxadiazol-5-yl)-propan-2-ol